4-chloro-3-(morpholinosulfonyl)benzonitrile ClC1=C(C=C(C#N)C=C1)S(=O)(=O)N1CCOCC1